N-[(3-[[3-amino-6-(2-hydroxyphenyl)pyridazin-4-yl]amino]bicyclo[1.1.1]pentan-1-yl)methyl]acetamide NC=1N=NC(=CC1NC12CC(C1)(C2)CNC(C)=O)C2=C(C=CC=C2)O